C(#N)C1=C(C=C(C2=CN(N=C12)CC1=CC=C(C=C1)OC)N1C(CCC1)C)C1=CC=C(CNC(C2=C(C=CC(=C2)F)OC)=O)C=C1 N-(4-(7-cyano-2-(4-methoxybenzyl)-4-(2-methylpyrrolidin-1-yl)-2H-indazol-6-yl)benzyl)-5-fluoro-2-methoxybenzamide